CC=1C=C(C#N)C=CC1I 3-methyl-4-iodobenzonitrile